N1=NC(=CC2=C1C1=C(CCC2)C=CC=C1)N1N=C(N=C1N)NC1=CC(=C(C=C1)N1CCN(CC1)CC1CC1)F 1-(6,7-dihydro-5H-benzo[6,7]cyclohepta[1,2-c]pyridazin-3-yl)-N3-(3-fluoro-4-(4-cyclopropylmethylpiperazin-1-yl)phenyl)-1H-1,2,4-triazole-3,5-diamine